CN(/C=C/C(=O)C=1C=C(C#N)C=CC1)C (E)-3-(3-(dimethylamino)acryloyl)benzonitrile